4-[5-(difluoromethoxy)-6-[1-methyl-4-(pyrazolo[1,5-a]pyrimidine-3-carbonylamino)pyrazol-3-yl]benzothiophene-2-carbonyl]piperazine-1-carboxylic acid tert-butyl ester C(C)(C)(C)OC(=O)N1CCN(CC1)C(=O)C=1SC2=C(C1)C=C(C(=C2)C2=NN(C=C2NC(=O)C=2C=NN1C2N=CC=C1)C)OC(F)F